O1C=C(C2=C1C=CC=C2)C[C@H](NC(CC2=CC=C1CCC3(CCOCC3)C(C1=C2)=O)=O)B(O)O (R)-2-(benzofuran-3-yl)-1-(2-(1-oxo-2',3,3',4,5',6'-hexahydro-1H-spiro[naphthalene-2,4'-pyran]-7-yl)acetamido)ethylboronic acid